methyl (R)-2'-oxo-1'-phenyl-1,3-dihydrospiro[indene-2,3'-piperidine]-5-carboxylate O=C1N(CCC[C@]12CC1=CC=C(C=C1C2)C(=O)OC)C2=CC=CC=C2